6-(4-(trifluoromethyl)phenyl)-4H-thieno[3,2-b]pyrrole-5-amine FC(C1=CC=C(C=C1)C=1C2=C(NC1N)C=CS2)(F)F